C(C)(C)(C)OC(N(C)[C@H](C(=O)N)C[C@@H]1OC2=C(NC1=O)C=C(C=C2)F)=O.FC2=C(N)C=C(C(=C2)N2CCN(CC2)C)F 2,5-difluoro-4-(4-methylpiperazin-1-yl)aniline tert-butyl-N-[(1S)-2-amino-1-[[(2S)-6-fluoro-3-oxo-4H-1,4-benzoxazin-2-yl]methyl]-2-oxo-ethyl]-N-methyl-carbamate